C(C1=CC=CC=C1)OC1=NC(=CC=C1C1=CC=C(C=C1)C1CCN(CC1)C(=O)OC(C)(C)C)OCC1=CC=CC=C1 tert-butyl 4-[4-(2,6-dibenzyloxy-3-pyridyl)phenyl]piperidine-1-carboxylate